C(C=CC)(=O)N butan-2-enamide